N-(4-chloro-2-fluoro-5-(prop-1-en-2-yl)phenyl)acetamide ClC1=CC(=C(C=C1C(=C)C)NC(C)=O)F